C(C=C)(=O)N1CC(CCC1)N1N=C(C(=C1)C(=O)N)C1=CC=C(C=C1)N(C1=CC=CC=C1)C 1-(1-acryloylpiperidine-3-yl)-3-(4-(methyl(phenyl)amino)phenyl)-1H-pyrazole-4-carboxamide